C(CCC)NCCC[Si](OC)(OC)OC gamma-N-butylaminopropyl-trimethoxysilane